C(C)(=O)C=1C=C(C=CC1)NS(=O)(=O)C=1C=C(C(=O)NC2=CC(=CC=C2)[N+](=O)[O-])C=CC1C 3-(N-(3-acetylphenyl)sulfamoyl)-4-methyl-N-(3-nitrophenyl)benzamide